sodium oleylsulfonic acid C(CCCCCCC\C=C/CCCCCCCC)S(=O)(=O)O.[Na]